4-hydroxy-N-[4-(1H-indazol-4-yl)-7-methoxy-1H-1,3-benzodiazol-2-yl]-4-methylpiperidine-1-carboxamide OC1(CCN(CC1)C(=O)NC1=NC2=C(N1)C(=CC=C2C2=C1C=NNC1=CC=C2)OC)C